N-(4-(5-amino-6-((1-(1-methylpiperidin-4-yl)-1H-pyrazol-4-yl)oxy)pyrazin-2-yl)-2,6-dimethylbenzyl)acetamide chlorine [Cl].NC=1N=CC(=NC1OC=1C=NN(C1)C1CCN(CC1)C)C1=CC(=C(CNC(C)=O)C(=C1)C)C